FC=1C=C2C3(C(N(C2=CC1)C1=C(C=NN1C)I)=O)CC3 5'-Fluoro-1'-(4-iodo-methyl-1H-pyrazol-5-yl)spiro[cyclopropane-1,3'-indolin]-2'-one